1-(2,4-dichlorophenethyl)-4-((3-fluoro-4-methyl-6-((5-methyl-1H-pyrazol-3-yl)amino)pyridin-2-yl)methyl)piperidine-4-carboxylic acid ClC1=C(CCN2CCC(CC2)(C(=O)O)CC2=NC(=CC(=C2F)C)NC2=NNC(=C2)C)C=CC(=C1)Cl